CO[C@H]1[C@@H](COCC1)NCC1=NC=C(C=C1)C(F)(F)F (3R,4R)-4-methoxy-N-((5-(trifluoromethyl)pyridin-2-yl)methyl)tetrahydro-2H-pyran-3-amine